S(=O)(=O)(O)O.C(CCC)C1=NC=CN1C butyl-3-methylimidazole hydrogensulfate